3-triethoxysilyl-propan-1-amine C(C)O[Si](CCCN)(OCC)OCC